3-[(cyclopropylmethyl) amino]-2-fluoro-propyl benzoate C(C1=CC=CC=C1)(=O)OCC(CNCC1CC1)F